3-((S)-3-((R)-8-(2-fluoro-5-methylphenylsulfonyl)-1-oxa-8-azaspiro[4.5]decan-3-ylamino)-2-hydroxypropoxy)-N-methylbenzenesulfonamide FC1=C(C=C(C=C1)C)S(=O)(=O)N1CCC2(C[C@H](CO2)NC[C@@H](COC=2C=C(C=CC2)S(=O)(=O)NC)O)CC1